ClC1=C2C(=C(N=N1)C)C=NC(=C2)N2CCC(CC2)C(=O)C2CCNCC2 (1-(1-chloro-4-methylpyrido[3,4-d]pyridazin-7-yl)piperidin-4-yl)(piperidin-4-yl)methanone